C1(CC1)C(=O)NC1=NC=C(C(=O)NC([2H])([2H])[2H])C(=C1)NC1=NC=CC=2C=3C(C(N(C12)C)([2H])[2H])=NN(N3)C 6-(cyclopropanecarboxamido)-4-((2,5-dimethyl-4,5-dihydro-2H-[1,2,3]triazolo[4,5-c][1,7]naphthyridin-6-yl-4,4-d2)amino)-N-(methyl-d3)nicotinamide